CC1(COC2(C1)CCC(CC2)C2=C1N(N=C2CN(CCNC)C)CCC1)C N1-((3-((5r,8r)-3,3-dimethyl-1-oxaspiro[4.5]decan-8-yl)-5,6-dihydro-4H-pyrrolo[1,2-b]pyrazol-2-yl)methyl)-N1,N2-dimethylethane-1,2-diamine